COC1=CC(=C(C(=C1O)CCCC1=C(C=CC=C1)C)O)OC dimethoxytolylpropylresorcinol